2-(((tetrahydro-2H-pyran-4-yl)methyl)amino)pyrido[2,3-d]pyrimidin-7(8H)-one O1CCC(CC1)CNC=1N=CC2=C(N1)NC(C=C2)=O